[C].[Co].[Sn] tin cobalt carbon